ClCCCCCCOCCOCCNC(=O)C1=CC=C(C=C1)CNC(CCOCCOCCOCCOCCNC(OC(C)(C)C)=O)=O Tert-butyl (1-(4-((2-(2-((6-chlorohexyl)oxy)ethoxy)ethyl)carbamoyl)phenyl)-3-oxo-6,9,12,15-tetraoxa-2-azaheptadecan-17-yl)carbamate